C(C)N(CCC1=CC=C(C=C1)C=1C=C(C2=CN(N=C2C1C)C(C(=O)NC=1SC=CN1)C1=C2N(C=N1)C[C@@H](C2)F)C)C 2-(6-(4-(2-(Ethyl(methyl)amino)ethyl)phenyl)-4,7-dimethyl-2H-indazol-2-yl)-2-((R)-6-fluoro-6,7-dihydro-5H-pyrrolo[1,2-c]imidazol-1-yl)-N-(thiazol-2-yl)acetamide